(E)-ethyl 3-(2'-chloro-4-(3-(5-(trifluoromethyl)pyridin-2-yloxy)pyrrolidin-1-yl)biphenyl-3-yl)acrylate ClC1=C(C=CC=C1)C1=CC(=C(C=C1)N1CC(CC1)OC1=NC=C(C=C1)C(F)(F)F)/C=C/C(=O)OCC